C(#N)[C@@H](C[C@@H]1C(NCC1)=O)NC(=O)[C@H]1N([C@H]2CC([C@@H]1CC2)(F)F)C(=O)C=2NC1=CC=CC(=C1C2)C(F)F (1R,3S,4R)-N-((R)-1-cyano-2-((R)-2-oxopyrrolidin-3-yl)ethyl)-2-(4-(difluoromethyl)-1H-indole-2-carbonyl)-5,5-difluoro-2-azabicyclo[2.2.2]octane-3-carboxamide